OCCN(C(=N)N)C 1-(2-hydroxyethyl)-1-methyl-guanidine